(rac)-ethyl 7-(3-(1-((tert-butoxycarbonyl)(methyl)amino)-3-(rac)-morpholinopropyl)-5-ethyl-1-methyl-1H-pyrazol-4-yl)-6-chloro-3-(3-(naphthalen-1-yloxy)propyl)-1H-indole-2-carboxylate C(C)(C)(C)OC(=O)N([C@H](CCN1CCOCC1)C1=NN(C(=C1C=1C(=CC=C2C(=C(NC12)C(=O)OCC)CCCOC1=CC=CC2=CC=CC=C12)Cl)CC)C)C |r|